(S)-6-chloro-2-(1-(3-nitrobiphenyl-4-yl)pyrrolidin-3-yloxy)quinoline ClC=1C=C2C=CC(=NC2=CC1)O[C@@H]1CN(CC1)C1=C(C=C(C=C1)C1=CC=CC=C1)[N+](=O)[O-]